C(C)(C)(C)OC(=O)N1C([C@H]2CC[C@@H](C1)N2CC2=CC=CC=C2)C(C(F)F)O (1R,5S)-8-benzyl-2-(2,2-difluoro-1-hydroxyethyl)-3,8-diazabicyclo[3.2.1]octane-3-carboxylic acid tert-butyl ester